C(C)(C)(C)OC(=O)N1CCC(=CC1)C1=CC=C(C=C1)C1=NN=C(O1)C1=C(C=C(C=C1)C=1CCN(CC1)C(=O)OC(C)(C)C)C tert-Butyl 4-{4-[5-(4-{1-[(tert-Butoxy)carbonyl]-1,2,3,6-tetrahydropyridin-4-yl}phenyl)-1,3,4-oxadiazol-2-yl]-3-methylphenyl}-1,2,3,6-tetrahydropyridine-1-carboxylate